FC1(CC(C1)CNCC=1C=CC=2N(C1)C=C(N2)CC=2N=NN(C2)C2=C1C=NNC1=CC=C2)F N-[(3,3-difluorocyclobutyl)methyl]-1-[2-[[1-(1H-indazol-4-yl)triazol-4-yl]methyl]imidazo[1,2-a]pyridin-6-yl]methanamine